CC(COC=1C=CC=2N(C1)N=CC2C#N)(C)O[Si](C)(C)C 6-(2-methyl-2-trimethylsilyloxy-propoxy)pyrazolo[1,5-a]pyridine-3-carbonitrile